(2R)-2-{[(2E,4S)-4-{[(2S)-2-{[(2S)-2-Amino-3-methyl-3-(1-methyl-1H-indol-3-yl)butanoyl]amino}-3,3-dimethylbutanoyl](methyl)amino}-2,5-dimethylhex-2-enoyl]amino}pentane N[C@H](C(=O)N[C@H](C(=O)N([C@H](/C=C(/C(=O)N[C@H](C)CCC)\C)C(C)C)C)C(C)(C)C)C(C)(C1=CN(C2=CC=CC=C12)C)C